N-[(3R)-2,3-Dihydro-1-[2-(2-methylphenyl)-2-oxoethyl]-2-oxo-5-phenyl-1H-1,4-benzodiazepin-3-yl]-N'-(3-methylphenyl)-urea CC1=C(C=CC=C1)C(CN1C([C@@H](N=C(C2=C1C=CC=C2)C2=CC=CC=C2)NC(=O)NC2=CC(=CC=C2)C)=O)=O